3-cyano-5,5-dimethyl-4,5-dihydrofuran-2-yl-malononitrile C(#N)C1=C(OC(C1)(C)C)C(C#N)C#N